Trifluoroethylene trifluorophosphate P(=O)(F)(F)F.FC=C(F)F